(1-aminocyclopropyl)-4-fluorophenol NC1(CC1)C1=C(C=CC(=C1)F)O